(E)-1-(4-methylphenyl)-3-(3,4-dichlorophenyl)-2-propen-1-one CC1=CC=C(C=C1)C(\C=C\C1=CC(=C(C=C1)Cl)Cl)=O